(1r,5S,6r)-6-((E)-2-methoxyvinyl)-1,5-dimethyl-3-(2-((S)-2-methylazetidin-1-yl)-6-(trifluoromethyl)pyrimidin-4-yl)-3-azabicyclo[3.1.0]hexane CO/C=C/C1[C@@]2(CN(C[C@]12C)C1=NC(=NC(=C1)C(F)(F)F)N1[C@H](CC1)C)C